1,2,3-Oxadiazol O1N=NC=C1